C1(CC1)C1=NC(=CC2=C1CNC2=O)C=O 4-cyclopropyl-1-oxo-2h,3h-pyrrolo[3,4-c]pyridine-6-carbaldehyde